C1(CC1)S(=O)(=O)N1N=CC(=C1)C1=NC=CC(=N1)NC1=NC=C(C(=C1)N1CC(C1)C(C)(C)O)C#CC=1C=NN(C1)C 2-(1-(2-((2-(1-(cyclopropylsulfonyl)-1H-pyrazol-4-yl)pyrimidin-4-yl)amino)-5-((1-methyl-1H-pyrazol-4-yl)ethynyl)pyridin-4-yl)azetidin-3-yl)propan-2-ol